(6-bromo-2-pyridinyl)(1-methyl-4-piperidinyl)methanone hydrobromic acid salt Br.BrC1=CC=CC(=N1)C(=O)C1CCN(CC1)C